2-(5'-fluoro-6'-((1r,2r)-2-fluorocyclopropyl)-1'-oxo-1'H-spiro[cyclopropane-1,4'-isoquinolin]-2'(3'H)-yl)-N-(5-fluoropyrimidin-2-yl)acetamide FC1=C2C3(CN(C(C2=CC=C1[C@@H]1[C@@H](C1)F)=O)CC(=O)NC1=NC=C(C=N1)F)CC3